racemic-4,4,5,5-tetramethyl-2-[(1S,2S)-2-[3-(trifluoromethyl)phenyl]cyclopropyl]-1,3,2-dioxaborolane CC1(OB(OC1(C)C)[C@@H]1[C@H](C1)C1=CC(=CC=C1)C(F)(F)F)C |r|